NC=1C2=C(N=CN1)C(=NC(=C2)C2CC2)C=2C(=C(C=CC2C)O)C (R)-3-(4-amino-6-cyclopropylpyrido[3,4-d]pyrimidin-8-yl)-2,4-dimethylphenol